5-methoxy-2-methyl-4-(2-{[({(1E)-1-[3-(trifluoromethyl)phenyl]ethylidene}amino)oxy]methyl}phenyl)-2,4-dihydro-3H-1,2,4-triazol-3-one COC=1N(C(N(N1)C)=O)C1=C(C=CC=C1)CO/N=C(\C)/C1=CC(=CC=C1)C(F)(F)F